4-Chloro-6-(6-ethoxy-4-((1S,3R)-3-methyl-1-(4-methyl-4H-1,2,4-triazol-3-yl)cyclobutyl)pyridin-2-yl)-2-(((S)-3-methylpiperidin-1-yl)methyl)-1H-pyrrolo[2,3-c]pyridin-7(6H)-one ClC=1C2=C(C(N(C1)C1=NC(=CC(=C1)C1(CC(C1)C)C1=NN=CN1C)OCC)=O)NC(=C2)CN2C[C@H](CCC2)C